methyl 3-(5-amino-4-cyano-3-(7-((5-fluoro-2-methoxybenzamido)methyl)-1-((2-(trimethylsilyl)ethoxy)methyl)-1H-indazol-4-yl)-1H-pyrazol-1-yl)azetidine-1-carboxylate NC1=C(C(=NN1C1CN(C1)C(=O)OC)C1=C2C=NN(C2=C(C=C1)CNC(C1=C(C=CC(=C1)F)OC)=O)COCC[Si](C)(C)C)C#N